The molecule is a beta-D-glucosiduronate that is the conjugate base of acetaminophen O-beta-D-glucosiduronic acid, obtained by deprotonation of the carboxy group. It is a conjugate base of an acetaminophen O-beta-D-glucosiduronic acid. CC(=O)NC1=CC=C(C=C1)O[C@H]2[C@@H]([C@H]([C@@H]([C@H](O2)C(=O)[O-])O)O)O